1-(carbamoylmethyl)piperidin C(N)(=O)CN1CCCCC1